benzyl 4-[6-(methoxymethyl)-5-(4,4,5,5-tetramethyl-1,3,2-dioxaborolan-2-yl)-pyridin-3-yl]piperazine-1-carboxylate COCC1=C(C=C(C=N1)N1CCN(CC1)C(=O)OCC1=CC=CC=C1)B1OC(C(O1)(C)C)(C)C